tert-butyl (4-(2-amino-4-chlorophenyl)-6-chloropyridin-3-yl)(ethyl)carbamate NC1=C(C=CC(=C1)Cl)C1=C(C=NC(=C1)Cl)N(C(OC(C)(C)C)=O)CC